ClC1=C2C(N(C=NC2=CC=C1)C=1C=NNC1)=O 5-chloro-3-(1H-pyrazol-4-yl)quinazolin-4(3H)-one